NC1=CC(=C(C=C1)O)CN1CCN(CC1)CCN(C(C)C)C(C)C 4-amino-2-((4-(2-(diisopropyl-amino)ethyl)piperazin-1-yl)methyl)phenol